O(C1=CC=CC=C1)CCCOC1=CC=CC=C1 1,3-diphenoxypropane